4,5-diamino-2-((4-amino-1,2,5-oxadiazol-3-yl)methyl)-2,4-dihydro-3H-1,2,4-triazole-3-imine nitrate [N+](=O)(O)[O-].NN1C(N(N=C1N)CC1=NON=C1N)=N